4-oxo-4-((S)-2-oxo-4-phenyloxazolidin-3-yl)3-phenylbutyronitrile O=C(C(CC#N)C1=CC=CC=C1)N1C(OC[C@@H]1C1=CC=CC=C1)=O